CNCCCN1CCOCC1 N-methyl-3-morpholinyl-1-propylamine